1-({3,4-difluoro-2-[(2-fluoro-4-iodophenyl)amino]Phenyl}carbonyl)azetidin-3-one FC=1C(=C(C=CC1F)C(=O)N1CC(C1)=O)NC1=C(C=C(C=C1)I)F